(2S)-7-((2S,5R)-4-acryloyl-2,5-dimethylpiperazin-1-yl)-9-chloro-10-(2,4-difluorophenyl)-2-(3-hydroxypropyl)-2,3-dihydro-5H-[1,4]oxazino[2,3,4-ij]quinazolin-5-one C(C=C)(=O)N1C[C@@H](N(C[C@H]1C)C1=NC(N2C3=C(C(=C(C=C13)Cl)C1=C(C=C(C=C1)F)F)O[C@H](C2)CCCO)=O)C